N-tosyl-indole methyl-2-[[2,5-difluoro-4-(6-hydroxy-2-pyridyl)phenyl]methyl]-3-[[(2S)-oxetan-2-yl]methyl]benzimidazole-5-carboxylate COC(=O)C1=CC2=C(N=C(N2C[C@H]2OCC2)CC2=C(C=C(C(=C2)F)C2=NC(=CC=C2)O)F)C=C1.S(=O)(=O)(C1=CC=C(C)C=C1)N1C=CC2=CC=CC=C12